ethyl 2-amino-5-(2,2,2-trifluoroethyl)oxazole-4-carboxylate NC=1OC(=C(N1)C(=O)OCC)CC(F)(F)F